1-[5-(difluoromethoxy)-2-fluoro-phenyl]-3,3-dimethyl-N-[(3R)-3-methyl-1,1-dioxo-thiazin-3-yl]-2-oxo-pyrrolo[2,3-b]pyridine-5-carboxamide FC(OC=1C=CC(=C(C1)N1C(C(C=2C1=NC=C(C2)C(=O)N[C@@]2(NS(C=CC2)(=O)=O)C)(C)C)=O)F)F